S1C(=NC2=C1C=CC=C2)NC2=C(C(=C(N=N2)NC=2SC=C(N2)C(=O)OC)COC)C methyl 2-({6-[(1,3-benzothiazol-2-yl) amino]-4-(methoxymethyl)-5-methylpyridazin-3-yl} amino)-1,3-thiazole-4-carboxylate